(1-methoxycyclopropyl)-4,8-dimethyl-2-(((1-((1-methyl-3-(trifluoromethyl)-1H-pyrazol-5-yl)methyl)-1H-pyrazol-4-yl)methyl)amino)-7,8-dihydropteridin-6(5H)-one COC1(CC1)N1C=2C(=NC(=NC2N(CC1=O)C)NCC=1C=NN(C1)CC1=CC(=NN1C)C(F)(F)F)C